C(C=C)OC(CO)CO 2-allyloxy-1,3-propylene glycol